5-(4-isopropoxypyridin-2-yl)-N-(5-methoxypyridin-2-yl)-1,3,4-oxadiazol-2-amine C(C)(C)OC1=CC(=NC=C1)C1=NN=C(O1)NC1=NC=C(C=C1)OC